((oxy-bis(4,1-phenylene))bis(oxy))diacetic acid O(C1=CC=C(C=C1)OCC(=O)O)C1=CC=C(C=C1)OCC(=O)O